4-(6-(4-(4-fluorophenyl)-1-(oxetan-3-yl)-1H-imidazol-5-yl)quinolin-3-yl)-2-methylbut-3-yn-2-ol FC1=CC=C(C=C1)C=1N=CN(C1C=1C=C2C=C(C=NC2=CC1)C#CC(C)(O)C)C1COC1